C1(=CC=CC=C1)P(=O)(C1=CC=CC=C1)C=1C=CC=2NC3=CC=CC=C3C2C1 3-(diphenylphosphoryl)-9H-carbazole